4-((4-((5-cyclopropyl-1H-pyrazol-3-yl)amino)quinazolin-2-yl)amino)-N-(4-fluorobenzyl)benzamide C1(CC1)C1=CC(=NN1)NC1=NC(=NC2=CC=CC=C12)NC1=CC=C(C(=O)NCC2=CC=C(C=C2)F)C=C1